3-bromo-6-(trifluoromethyl)pyridazin-4-amine BrC=1N=NC(=CC1N)C(F)(F)F